COC1=CC=C(C(=N1)N(C(OC(C)(C)C)=O)CC#C)[N+](=O)[O-] tert-butyl (6-methoxy-3-nitropyridin-2-yl)(prop-2-yn-1-yl)carbamate